4-methoxy-3-methylpyrazolo[1,5-a]Pyridine-6-carboxylic acid methyl ester COC(=O)C=1C=C(C=2N(C1)N=CC2C)OC